N-(5-chloro-2-((5-cyanopyridin-3-yl)methoxy)-4-(3-(1-(3-(4-hydroxy-4-carboxypiperidin-1-yl)Propyl)indoline-4-yl)-2-chlorobenzyloxy)benzyl)-L-serine ClC=1C(=CC(=C(CN[C@@H](CO)C(=O)O)C1)OCC=1C=NC=C(C1)C#N)OCC1=C(C(=CC=C1)C1=C2CCN(C2=CC=C1)CCCN1CCC(CC1)(C(=O)O)O)Cl